N[C@@H]1CCCC12CCN(CC2)C=2C(=NC(=C(N2)C)C2=C(C(=CC=C2)Cl)Cl)C(=O)OC methyl (R)-3-(1-amino-8-azaspiro[4.5]decan-8-yl)-6-(2,3-dichlorophenyl)-5-methylpyrazine-2-carboxylate